TERT-BUTYL 5-(4-AMINO-7-(3-(BENZYLOXY)CYCLOBUTYL)-7H-PYRROLO[2,3-D]PYRIMIDIN-5-YL)-4-FLUOROINDOLINE-1-CARBOXYLATE NC=1C2=C(N=CN1)N(C=C2C=2C(=C1CCN(C1=CC2)C(=O)OC(C)(C)C)F)C2CC(C2)OCC2=CC=CC=C2